C(=O)O.FC(C=1C(=C(C=CC1)[C@@H](C)NC1=NC(=NC2=CC=C(C=C12)C=1C=C(C(=NC1)O)CC(=O)N(C)C)C)F)F (R)-2-(5-(4-((1-(3-(difluoromethyl)-2-fluorophenyl)ethyl)amino)-2-methylquinazolin-6-yl)-2-hydroxypyridin-3-yl)-N,N-dimethylacetamide formate